BrC=1C=C(C=CC1)N1C(C=CC=C1)=O 1-(3-bromophenyl)pyridin-2-one